FC1=C(C=C2C(=NN(C2=C1)C1OCCCC1)CCN1CCCC1)OC 6-fluoro-5-methoxy-3-(2-(pyrrolidin-1-yl)ethyl)-1-(tetrahydro-2H-pyran-2-yl)-1H-indazole